2,2'-(6-((carboxymethyl)(methyl)amino)-6-methyl-1,4-diazepane-1,4-diyl)diacetate C(=O)(O)CN(C1(CN(CCN(C1)CC(=O)[O-])CC(=O)[O-])C)C